C(C)OCC=1C=C(COCCN)C=CC1 2-(3-(ethoxymethyl)benzyloxy)ethylamine